C(C1=CC=CC=C1)OC=1C(=C2CC[C@](OC2=C(C1C)C)(CC(\C=C(\CC\C=C(\CCC=C(C)C)/C)/C)S(=O)(=O)C1=CC=CC=C1)C)C (2S)-6-(benzyloxy)-2,5,7,8-tetramethyl-2-((3E,7E)-4,8,12-trimethyl-2-(phenylsulfonyl)trideca-3,7,11-trien-1-yl)chromane